NC(C(C(CCCCNC(OCC1=CC=CC=C1)=O)NC(=O)[C@H]1N(C[C@H](C1)N1N=NC=C1C(C)(C)O)C([C@@H](CC1CCCCC1)NC(=O)C=1C=NOC1)=O)=O)=O Benzyl (7-amino-5-((2S,4S)-1-((R)-3-cyclohexyl-2-(isoxazol-4-carboxamido)propanoyl)-4-(5-(2-hydroxypropan-2-yl)-1H-1,2,3-triazol-1-yl)pyrrolidin-2-carboxamido)-6,7-dioxoheptyl)carbamat